FC=1C=C(C=CC1F)[C@@H]1N(C[C@H](C(C1)(F)F)C)C(C(=O)NC=1C=C(C=NC1)C(=O)N)=O 5-[[2-[(2R,5R)-2-(3,4-difluorophenyl)-4,4-difluoro-5-methyl-1-piperidyl]-2-oxo-acetyl]amino]pyridine-3-carboxamide